7-[4-(4-hydroxyphenyl)piperidin-1-yl]-4-methyl-1-{[2-(trimethylsilyl)ethoxy]methyl}-1H-indole-3-carbonitrile OC1=CC=C(C=C1)C1CCN(CC1)C=1C=CC(=C2C(=CN(C12)COCC[Si](C)(C)C)C#N)C